tert-butyl 2-(2-((3-(1-(2,6-dioxopiperidin-3-yl)-3-methyl-2-oxo-2,3-dihydro-1H-benzo[d]imidazol-4-yl)prop-2-yn-1-yl)oxy)ethoxy)acetate O=C1NC(CCC1N1C(N(C2=C1C=CC=C2C#CCOCCOCC(=O)OC(C)(C)C)C)=O)=O